N-(cis-4-(dimethylamino)cyclohexyl)-4-(8-hydroxyquinolin-6-yl)benzamide CN([C@H]1CC[C@H](CC1)NC(C1=CC=C(C=C1)C=1C=C2C=CC=NC2=C(C1)O)=O)C